CN(C=1C2=C(N=CN1)N(C1=C2C=CN=C1)[C@H]1[C@H](O)[C@H](O)[C@H](O1)CO)C 4-(dimethylamino)-9-(β-D-ribofuranosyl)-9H-pyrido[4',3':4,5]pyrrolo[2,3-d]pyrimidine